C1=C(C=CC=2OC3=C(C21)C=CC=C3)[C@@H](C)NC3=CN=C(N(C3=O)CC(=O)O)N3CCCC3 (R)-2-(5-((1-(dibenzo[b,d]furan-2-yl)ethyl)amino)-6-oxo-2-(pyrrolidin-1-yl)pyrimidin-1(6H)-yl)acetic acid